C1(=CC=C(C=C1)C1=NC(=NC(=N1)C=1C=C(C=CC1)C1=CC(=CC=C1)C1=CC(=CC=C1)Br)C1=CC=CC=C1)C1=CC=CC=C1 2-([1,1'-biphenyl]-4-yl)-4-(3''-bromo-[1,1':3',1''-terphenyl]-3-yl)-6-phenyl-1,3,5-triazine